ClC=1C=C(C=C(C1)Cl)C1(CC(=NO1)C1=CC(=C(C(=O)NC2=NN(C(=N2)CC)C)C=C1)C)C(F)(F)F 4-(5-(3,5-dichlorophenyl)-5-(trifluoromethyl)-4,5-dihydroisoxazol-3-yl)-N-(5-ethyl-1-methyl-1H-1,2,4-triazol-3-yl)-2-methylbenzamide